5-benzyl-N-(4-(2-(trifluoromethoxy)phenyl)pyridin-2-yl)-4H-1,2,4-triazole-3-carboxamide C(C1=CC=CC=C1)C=1NC(=NN1)C(=O)NC1=NC=CC(=C1)C1=C(C=CC=C1)OC(F)(F)F